6,6-dimethyltetrahydro-2H-pyran-3-carboxamide CC1(CCC(CO1)C(=O)N)C